trimethyl-[2-(prop-2-enamido)ethyl]ammonium chloride [Cl-].C[N+](CCNC(C=C)=O)(C)C